CC1=CC(=NN1C1CC2(CN(C2)C(=O)OC(C)(C)C)C1)N1C(CN([C@H](C1)C)C1COC1)(C)C Tert-butyl (S)-6-(5-methyl-3-(2,2,5-trimethyl-4-(oxetan-3-yl)piperazin-1-yl)-1H-pyrazol-1-yl)-2-azaspiro[3.3]heptane-2-carboxylate